tert-butyl N-[2-[4-[6-[7-amino-2-(2-carbamoylallyl)-1-oxo-isoindolin-4-yl]-1-methyl-indazole-4-carbonyl]piperazin-1-yl]ethyl]carbamate NC=1C=CC(=C2CN(C(C12)=O)CC(=C)C(N)=O)C=1C=C(C=2C=NN(C2C1)C)C(=O)N1CCN(CC1)CCNC(OC(C)(C)C)=O